(1r,3r)-3-(chloroformyl)cyclobutane-1-carboxylic acid methyl ester COC(=O)C1CC(C1)C(=O)Cl